spiro[2.3]Hexane-5-carboxylic acid C1CC12CC(C2)C(=O)O